tert-butyl 3-(4-((3,4-dichloro-2-fluorophenyl)amino)-7-(2-hydroxyethoxy)quinazolin-6-yl)azetidine-1-carboxylate ClC=1C(=C(C=CC1Cl)NC1=NC=NC2=CC(=C(C=C12)C1CN(C1)C(=O)OC(C)(C)C)OCCO)F